FC1=CC(=C(C=C1)O)[C@@H]1N(CCC1)C=1C=CC=2N(N1)C(=CN2)C=2N=NC=C(C2)CCO (R)-4-fluoro-2-(1-(3-(5-(2-hydroxyethyl)pyridazin-3-yl)imidazo[1,2-b]pyridazin-6-yl)pyrrolidin-2-yl)phenol